ClC=1C(=NC=CC1)S(=O)(=N)\C=C\C1=C(C=CC=C1)Cl (E)-(3-chloropyridin-2-yl)(2-chlorostyryl)(imino)-λ6-sulfanone